tert-butyl 6-(8-(benzo[d]thiazol-2-ylcarbamoyl)-3,4-dihydroisoquinolin-2(1H)-yl)-3-(4-(3-(1-(2,2-diethoxyethyl)piperidin-4-yl)propoxy)-2-methylphenyl)picolinate S1C(=NC2=C1C=CC=C2)NC(=O)C=2C=CC=C1CCN(CC21)C2=CC=C(C(=N2)C(=O)OC(C)(C)C)C2=C(C=C(C=C2)OCCCC2CCN(CC2)CC(OCC)OCC)C